NC1CCN(CC1)C1=C(C=NC2=CC=C(C=C12)C=1C=C(C#N)C=CC1)C1=CC(=CC(=C1)F)F 3-[4-(4-aminopiperidin-1-yl)-3-(3,5-difluorophenyl)quinolin-6-yl]benzonitrile